BrC1=C(C=NC=C1)OC1=C(C(=O)OC)C(=CC=C1)Cl methyl 2-((4-bromopyridin-3-yl)oxy)-6-chlorobenzoate